ClC1=C(C(=CC=C1)Cl)C1=NOC(=C1C1=CC2(C1)CCN(CC2)C=2C=C1C(=CC(=NC1=CC2)C(=O)O)C(F)(F)F)C(C)C 6-(2-(3-(2,6-dichlorophenyl)-5-isopropyl-isoxazol-4-yl)-7-azaspiro[3.5]non-1-en-7-yl)-4-(trifluoromethyl)quinoline-2-carboxylic acid